NC1=C(C(=C(C(=C1B(O)O)N)N)C)N tetra-amino-4-methylphenyl-boronic acid